tert-butyl 3-[[1-(5-chloro-1,3-benzoxazol-2-yl)-4-piperidyl]methylcarbamoyl]pyrrolidine-1-carboxylate ClC=1C=CC2=C(N=C(O2)N2CCC(CC2)CNC(=O)C2CN(CC2)C(=O)OC(C)(C)C)C1